COC1=NC(=CC=C1S(=O)(=O)C1=CC=C(C=C1)CNC(=O)C=1C=C2C(=NC1)NN=C2)OC N-{[4-(2,6-dimethoxypyridine-3-sulfonyl)phenyl]methyl}-1H-pyrazolo[3,4-b]pyridine-5-carboxamide